C(C)(C)(C)OC(=O)N1CCN(CC1)C=1C=C(C(=O)O)C=CC1 3-{4-[(tert-butoxy)carbonyl]piperazin-1-yl}benzoic acid